ClC=1C=CC(=NC1)CN (5-chloropyridin-2-yl)methanamine